ClC1=CC(=C(COC2=CC=CC(=N2)C2=C(C(=C(CC3=NC4=C(N3CC3OCCC3)C=CC=C4)C=C2)F)F)C=C1)F 2-(4-(6-(4-Chloro-2-fluorobenzyloxy)pyridin-2-yl)-2,3-difluorobenzyl)-1-((tetrahydrofuran-2-yl)methyl)-1H-benzo[d]imidazol